7-(2-fluoro-6-methyl-phenyl)-N5-(4-piperidylmethyl)isoquinoline-3,5-diamine FC1=C(C(=CC=C1)C)C=1C=C(C=2C=C(N=CC2C1)N)NCC1CCNCC1